(S)-N-Boc-piperidine-2-methanol CC(C)(C)OC(=O)N1CCCC[C@H]1CO